3-(3,4-difluorobenzyl)-6-((R)-3-hydroxypyrrolidin-1-yl)isobenzofuran-1(3H)-one FC=1C=C(CC2OC(C3=CC(=CC=C23)N2C[C@@H](CC2)O)=O)C=CC1F